The molecule is a member of the class of phenols that is phenol substituted by a hydroxymethyl group at position 4 and methoxy groups at positions 2 and 6 respectively. It is a member of phenols, a dimethoxybenzene and a member of benzyl alcohols. COC1=CC(=CC(=C1O)OC)CO